2-(5-(4-(4-cyanophenyl)piperidine-1-carbonyl)-2,4-dimethylphenyl)-1H-benzo[d]imidazole-5-carboxamide C(#N)C1=CC=C(C=C1)C1CCN(CC1)C(=O)C=1C(=CC(=C(C1)C1=NC2=C(N1)C=CC(=C2)C(=O)N)C)C